NC([C@H](CO)NC(=O)C1=C(OC2=C1C=C(C=C2)OCC2=CC=CC=C2)C)=O (S)-N-(1-amino-3-hydroxy-1-oxopropan-2-yl)-5-(benzyloxy)-2-methylbenzofuran-3-carboxamide